5-methyl-5-methoxycarbonyl-2-norbornene CC1(C2C=CC(C1)C2)C(=O)OC